Cl.C12CN(CC2C1)C1=CC=C(C=N1)C=1C=2N(C=C(C1)C1=CC=C(C=C1)N1CCNCC1)N=CC2C#N 4-[6-(3-azabicyclo[3.1.0]hexan-3-yl)-3-pyridyl]-6-(4-piperazin-1-ylphenyl)pyrazolo[1,5-a]pyridine-3-carbonitrile hydrochloric acid salt